S1C(=CC=2CNCCC21)C(=O)OC methyl 4,5,6,7-tetrahydrothieno[3,2-c]pyridine-2-carboxylate